4-ethoxy-N-(8-fluoro-2-methylimidazo[1,2-a]pyridin-6-yl)pyrimidine-5-carboxamide hydrochloride Cl.C(C)OC1=NC=NC=C1C(=O)NC=1C=C(C=2N(C1)C=C(N2)C)F